1-[4-[[3-[4-(difluoromethoxy)phenyl]imidazo[1,2-a]pyrazin-8-yl]amino]-2-methylbenzoyl]-N-[[(5S)-2-oxo-1,3-oxazolidin-5-yl]methyl]piperidine-4-carboxamide FC(OC1=CC=C(C=C1)C1=CN=C2N1C=CN=C2NC2=CC(=C(C(=O)N1CCC(CC1)C(=O)NC[C@H]1CNC(O1)=O)C=C2)C)F